4-cyano-N-isopropylbenzamide C(#N)C1=CC=C(C(=O)NC(C)C)C=C1